5-Methyl-N-[2-(1H-pyrazol-1-yl)-[1,3]thiazolo[5,4-c]pyridin-6-yl]-6-[(pyrrolidin-1-yl)methyl]pyridin-2-amine CC=1C=CC(=NC1CN1CCCC1)NC1=CC2=C(C=N1)SC(=N2)N2N=CC=C2